N,N-bis(trimethylsilyl)-aminopropylmethyldimethoxysilane C[Si](N([Si](C)(C)C)CCC[Si](OC)(OC)C)(C)C